ClC=1SC(=CC1CC)Cl 2-(2,5-dichlorothiophen-3-yl)ethan